C[C@H]1CN(C[C@@H](C1)C=1C(=NNC1)C)C1=NC=CC(=N1)C=1N=C2N(C=C(N=C2)C(F)(F)F)C1 (2-((3R,5S)-3-methyl-5-(3-methyl-1H-pyrazol-4-yl)piperidin-1-yl)pyrimidin-4-yl)-6-(trifluoromethyl)imidazo[1,2-a]pyrazine